6-(1'-cyclopropyl-[1,4'-bipiperidin]-4-yl)-2-(3,4-dimethoxyphenyl)-1-methyl-1H-benzo[d]imidazole C1(CC1)N1CCC(CC1)N1CCC(CC1)C=1C=CC2=C(N(C(=N2)C2=CC(=C(C=C2)OC)OC)C)C1